tetrabutylphosphonium lysine salt N[C@@H](CCCCN)C(=O)[O-].C(CCC)[P+](CCCC)(CCCC)CCCC